C(C)(C)OCC=O 2-isopropoxyethan-1-one